CC1(NC2=CC=CC(=C2CC1)C1CN(C1)C)C 2,2-dimethyl-5-(1-methylazetidin-3-yl)-1,2,3,4-tetrahydroquinoline